FC1=CC=C(C=C1)C1=NC=C(C(=N1)C1=NN(C=C1)C)CN (2-(4-fluorophenyl)-4-(1-methyl-1H-pyrazol-3-yl)pyrimidin-5-yl)methanamine